BrC1=CC(=C(C2=CC=CC=C12)I)O 4-bromo-1-iodonaphthalen-2-ol